6-[4-Fluoro-2-(1,2,3,6-tetrahydropyridin-4-yl)-1,3-benzothiazol-6-yl]-2,8-dimethylimidazo[1,2-a]pyrazin-Hydrochlorid Cl.FC1=CC(=CC2=C1N=C(S2)C=2CCNCC2)C=2N=C(C=1N(C2)C=C(N1)C)C